(2S,6R)-N-[(1S)-1-cyano-2-[4-(3-methyl-2-oxo-1,3-benzoxazol-5-yl)phenyl]ethyl]-6-methoxy-1,4-oxazocane-2-carboxamide C(#N)[C@H](CC1=CC=C(C=C1)C=1C=CC2=C(N(C(O2)=O)C)C1)NC(=O)[C@H]1OCC[C@H](CNC1)OC